4-(chlorosulfonyl)-1-piperidinecarboxylic acid benzyl ester C(C1=CC=CC=C1)OC(=O)N1CCC(CC1)S(=O)(=O)Cl